C(C1=CC=CC=C1)OC(=O)N1CC(C1)C1=NN(C2=NC=CC(=C21)C2CN(C2)C(=O)OC(C)(C)C)C2=CC=C(C=C2)OC(F)(F)F 3-(4-(1-(tert-Butoxycarbonyl)azetidin-3-yl)-1-(4-(trifluoromethoxy)phenyl)-1H-pyrazolo[3,4-b]pyridin-3-yl)azetidine-1-carboxylic acid benzyl ester